C(C)[C@H]1[C@H](COC1)N1C(=CC2=C1N=C(N=C2)S(=O)(=O)C)C#N 7-((3r,4s)-4-ethyltetrahydrofuran-3-yl)-2-(methylsulfonyl)-7H-pyrrolo[2,3-d]pyrimidine-6-carbonitrile